N-(2-(2-((((2R,5R)-1-(2-(6-(4-fluorobenzyl)-3,3-dimethyl-2,3-dihydro-1H-pyrrolo[3,2-b]pyridin-1-yl)-2-oxoethyl)-5-methylpiperazin-2-yl)methyl)(methyl)amino)ethoxy)ethyl)acetamide FC1=CC=C(CC=2C=C3C(=NC2)C(CN3C(CN3[C@H](CN[C@@H](C3)C)CN(CCOCCNC(C)=O)C)=O)(C)C)C=C1